ClC1=CC=C(C(=N1)C=1C=C2C=CCN(C2=CN1)CC(C(F)(F)F)(F)F)SCC 6-(6-chloro-3-ethylsulfanyl-2-pyridyl)-1-(2,2,3,3,3-pentafluoropropyl)-1,7-naphthyridine